(2R)-N-cyclobutyl-2-({1-cyclopentyl-5-[2-(trifluoromethyl)phenyl]-1H-pyrazol-3-yl}formamido)-N'-(oxan-4-yl)butanediamide C1(CCC1)NC([C@@H](CC(=O)NC1CCOCC1)NC(=O)C1=NN(C(=C1)C1=C(C=CC=C1)C(F)(F)F)C1CCCC1)=O